acrylamidophenyl glycidyl ether C(C1CO1)OC1=C(C=CC=C1)NC(C=C)=O